1-(tetrahydro-2H-pyran-2-yl)-1H-indazol-5-amine O1C(CCCC1)N1N=CC2=CC(=CC=C12)N